1-(2,2-difluoroethyl)-5-(trifluoromethyl)-1H-pyrazol-4-amine FC(CN1N=CC(=C1C(F)(F)F)N)F